FC=1C=C2C(CN(C2=CC1F)C(=O)OC(C)(C)C)(C(=O)OC)C 1-(tert-butyl) 3-methyl 5,6-difluoro-3-methylindoline-1,3-dicarboxylate